methyl 3-((6-((4,4-difluorocyclohexyl)amino)-2-(4-methylthiazol-2-yl) pyrimidin-4-yl)oxy)azetidine-1-carboxylate FC1(CCC(CC1)NC1=CC(=NC(=N1)C=1SC=C(N1)C)OC1CN(C1)C(=O)OC)F